tert-butyl 2-[1-[5-[2-[1-(6,7-dihydro-5H-pyrrolo[1,2-c]imidazol-1-yl)-2-oxo-2-(thiazol-2-ylamino)ethyl]-4-fluoro-indazol-6-yl]-2-pyridyl]-4-hydroxy-4-piperidyl]acetate C1(=C2N(C=N1)CCC2)C(C(NC=2SC=CN2)=O)N2N=C1C=C(C=C(C1=C2)F)C=2C=CC(=NC2)N2CCC(CC2)(O)CC(=O)OC(C)(C)C